6-oxo-6-phenyl-hexanoic acid O=C(CCCCC(=O)O)C1=CC=CC=C1